NCC1=CC=C(C=C1)NC(=O)C1=CC2=C(OCCC3=C2SC=C3)C=C1C=1C(=NC(=CC1)C(NCC1=C(C(=CC=C1)Cl)F)=O)C(=O)OC methyl 3-(9-((4-(aminomethyl)phenyl)carbamoyl)-4,5-dihydrobenzo[b]thieno[2,3-d]oxepin-8-yl)-6-((3-chloro-2-fluorobenzyl)carbamoyl)picolinate